FC1=C(N)C=CC(=C1F)C 2,3-difluoro-4-methyl-aniline